C(C)(C)OC1=CC=2N(C=C1NC(=O)C1=NC=NC=C1)C=C(N2)C2CCN(CC2)C(=O)OC(C)(C)C tert-butyl 4-[7-isopropoxy-6-(pyrimidine-4-carbonyl amino)imidazo[1,2-a]pyridin-2-yl]piperidine-1-carboxylate